C(C)(C)(C)OC(=O)NC=1C(=CC2=C(OCCC3N(C2)[C@H](CN(C3)C(=O)OC(C)(C)C)F)C1)[N+](=O)[O-] tert-butyl (S)-9-((tert-butoxycarbonyl)amino)-l-1-fluoro-10-nitro-1,2,4,4a,5,6-hexahydro-3H,12H-benzo[b]pyrazino[1,2-e][1,5]oxazocine-3-carboxylate